2-ethoxyfluorene C(C)OC1=CC=2CC3=CC=CC=C3C2C=C1